CC1=CC2=C(C=C1C)N=CN2 DIMETHYLBENZIMIDAZOLE